C(C)N1C(N(C2=C1C=C(C=C2)N2C(NC(C(=C2)C(=O)OCC)=O)=O)C)=O ethyl 1-(3-ethyl-1-methyl-2-oxo-2,3-dihydro-1H-benzo[d]imidazol-5-yl)-2,4-dioxo-1,2,3,4-tetrahydropyrimidine-5-carboxylate